ClC=1C=CC(=C(C=O)C1)CN1C(NC(C2=C1C=CN2)=O)=S 5-chloro-2-((4-oxo-2-thioxo-2,3,4,5-tetrahydro-1H-pyrrolo[3,2-d]pyrimidin-1-yl)methyl)benzaldehyde